5-(3,5-Dimethylphenyl)-1,3,3,5,7-pentamethyloctahydrobenzo[c]isoxazol CC=1C=C(C=C(C1)C)C1(CC2C(N(OC2(C)C)C)C(C1)C)C